CN(C)CC=1SC2=C(N1)C=C(C=C2)[C@@H]2N(C[C@H](CC2)C)C(C(=O)NC2=C1C(=CN=C2)N(N=C1)C1OCCCC1)=O 2-[(2R,5S)-2-[2-[(Dimethylamino)methyl]-1,3-benzothiazol-5-yl]-5-methyl-1-piperidyl]-2-oxo-N-(1-tetrahydropyran-2-ylpyrazolo[3,4-c]pyridin-4-yl)acetamide